calcium naphthalenesulfonate formaldehyde salt C=O.C1(=CC=CC2=CC=CC=C12)S(=O)(=O)[O-].[Ca+2].C1(=CC=CC2=CC=CC=C12)S(=O)(=O)[O-]